(3R)-3-(2-chlorothiazol-5-yl)-6-(3,5-dichlorophenyl)-8-methyl-5-oxo-2,3-dihydrothiazolo-[3,2-a]pyrimidin-8-ium-7-olate ClC=1SC(=CN1)[C@H]1CSC=2N1C(C(=C([N+]2C)[O-])C2=CC(=CC(=C2)Cl)Cl)=O